Diisooctyl sebacate (Dioctyl sebacate) C(CCCCCCC)C(C(=O)O)(CCCCCCCC(=O)O)CCCCCCCC.C(CCCCCCCCC(=O)OCCCCCC(C)C)(=O)OCCCCCC(C)C